2-methyl-1,3-propylenediamine CC(CN)CN